(2-chloro-3-fluoropyridin-4-yl)(methyl)carbamic acid tert-butyl ester C(C)(C)(C)OC(N(C)C1=C(C(=NC=C1)Cl)F)=O